(12R)-1-chloro-7-hydroxy-6,8-dioxo-N-(2,4,6-trifluorobenzyl)-6,8,13,14-tetrahydro-12H-5,12-methanobenzo[e]pyrido[1,2-a][1,4]diazonine-9-carboxamide ClC1=CC=CC=2N3C(C=4N([C@H](CCC21)C3)C=C(C(C4O)=O)C(=O)NCC4=C(C=C(C=C4F)F)F)=O